1,5-dimethyl-4-[[4-methyl-6-(4-methylimidazol-1-yl)-3-pyridyl]sulfonyl]-2,3-dihydroquinoxaline CN1CCN(C2=C(C=CC=C12)C)S(=O)(=O)C=1C=NC(=CC1C)N1C=NC(=C1)C